NC1[C@H](COC1)O (3R,3S)-4-aminotetrahydrofuran-3-ol